O[C@@H]1C[C@@H]2CC[C@H]3[C@@H]4CC[C@H]([C@@H](CCC(=O)OC)C)[C@]4(CC[C@@H]3[C@]2(CC1)C)C methyl (3β,5α)-3-hydroxycholan-24-oate